NC1=NC=2C=CC=CC2C2=C1N=C(N2CC2=CC=C(CNC(OCC1=CC=C(C=C1)NC(C(CCCNC(=O)N)NC(C(C(C)C)NC(CCCCCN1C(C=CC1=O)=O)=O)=O)=O)=O)C=C2)CCCC 4-(2-(2-(6-(2,5-Dioxo-2,5-dihydro-1H-pyrrol-1-yl)hexanamido)-3-methylbutanamido)-5-ureidopentanamido)benzyl 4-((4-amino-2-butyl-1H-imidazo[4,5-c]quinolin-1-yl)methyl)benzylcarbamate